(R)-1-((8-(3'-(7-Cyano-5-((3-hydroxypyrrolidin-1-yl)methyl)benzo[d]oxazol-2-yl)-2,2'-dimethylbiphenyl-3-ylamino)-1,7-naphthyridin-3-yl)methyl)piperidin C(#N)C1=CC(=CC=2N=C(OC21)C=2C(=C(C=CC2)C2=C(C(=CC=C2)NC=2N=CC=C1C=C(C=NC21)CN2CCCCC2)C)C)CN2C[C@@H](CC2)O